C(C)(C)(C)C=1C(=NC=C(C1)O)C=1CCN(CC1)C(=O)O.C(C(CCCCC(CO)O)O)O 1,2,7,8-octanetetraol tert-butyl-5-hydroxy-3',6'-dihydro-[2,4'-bipyridine]-1'(2'H)-carboxylate